(S)-5-benzyl-N-(2-(3-hydroxy-3-methylbut-1-yn-1-yl)-9-methyl-8-oxo-6,7,8,9-tetrahydro-5H-pyrido[2,3-b]azepin-7-yl)-1H-1,2,4-triazole-3-carboxamide C(C1=CC=CC=C1)C1=NC(=NN1)C(=O)N[C@H]1CCC2=C(N(C1=O)C)N=C(C=C2)C#CC(C)(C)O